C/C(/C=C/C1=CC2=C(C([C@@]([C@@]3(OC4=C(C(=C(C(=C4C=C23)CO)C)O)O)OC)(C)O)=O)CO1)=C\[C@H](CC)C (6R,6aR)-2-((S,1E,3E)-3,5-dimethylhepta-1,3-dien-1-yl)-6,8,9-trihydroxy-11-(hydroxymethyl)-6a-methoxy-6,10-dimethyl-6,6a-dihydropyrano[4,3-a]xanthen-5(4H)-one